3-bromo-7-chloro-N,N-dimethyl-1,6-naphthyridine-2-carboxamide BrC=1C(=NC2=CC(=NC=C2C1)Cl)C(=O)N(C)C